C(C)(C)(C)OC(=O)N1CC2(CC1)CCC(C2)O.O2C(=CC=C2)CS(=O)CC(=O)NCCCCOC2=NC=CC(=C2)CN2CCCCC2 2-(2-furylmethyl-sulfinyl)-N-[4-[4-(1-piperidinylmethyl)-2-pyridinyl]oxybutyl]acetamide tert-butyl-8-hydroxy-2-azaspiro[4.4]nonane-2-carboxylate